CN([C@@H]1CN(CC1)C(=O)OC(C)(C)C)C=1C=C2C(N(CC2=C(C1)C(F)(F)F)C1=CC(=CC=C1)[C@@H](CC1=NN=CN1C)C)=O tert-butyl (S)-3-(methyl(2-(3-((R)-1-(4-methyl-4H-1,2,4-triazol-3-yl)propan-2-yl)phenyl)-3-oxo-7-(trifluoromethyl)isoindolin-5-yl)amino)pyrrolidine-1-carboxylate